2-(4-(((3R,5R)-5-fluoro-1-methylpiperidin-3-yl)amino)-7,8-dihydro-5H-pyrano[3,4-d]pyridazin-1-yl)phenol F[C@@H]1C[C@H](CN(C1)C)NC=1N=NC(=C2C1COCC2)C2=C(C=CC=C2)O